methyl 2-(2-(dibenzyl amino)-1-(2-methylpyridin-4-yl)ethoxy)-2,2-difluoroacetate C(C1=CC=CC=C1)N(CC(OC(C(=O)OC)(F)F)C1=CC(=NC=C1)C)CC1=CC=CC=C1